O=C1N([C@@H]2CC[C@@H](N1C2)N(C=O)S(=O)(=O)C(F)(F)F)S(=O)(=O)[O-] (2S,5R)-7-oxo-2-(N-((trifluoromethyl) sulfonyl) formamidyl)-1,6-diazabicyclo[3.2.1]oct-6-ylsulfonate